O=C1NC(CCC1N1C(C2=CC=CC(=C2C1)CCCOCCC(=O)OC(C)(C)C)=O)=O tert-butyl 3-(3-(2-(2,6-dioxopiperidin-3-yl)-1-oxoisoindolin-4-yl)propoxy)propanoate